2-(diethoxyphosphoryl)butyric acid C(C)OP(=O)(OCC)C(C(=O)O)CC